[Na].[Si].[Al] aluminum-silicon sodium